1-octylnonyl 8-{[4-(tert-butoxycarbonylamino)butyl][2-hydroxy-5-(undecyloxycarbonyl)pentyl]amino}-7-hydroxyoctanoate C(C)(C)(C)OC(=O)NCCCCN(CC(CCCCCC(=O)OC(CCCCCCCC)CCCCCCCC)O)CC(CCCC(=O)OCCCCCCCCCCC)O